(S)-(+)-2-phenylglycinol C1=CC=C(C=C1)[C@@H](CO)N